BrC1=NSC=N1 3-bromo-1,2,4-thiadiazole